2-[8-chloro-2-[2-[[(E)-3-[2-fluoro-4-(trifluoromethyl)phenyl]prop-2-enoyl]amino]acetyl]-3,4-dihydro-1H-isoquinolin-6-yl]acetic acid ClC=1C=C(C=C2CCN(CC12)C(CNC(\C=C\C1=C(C=C(C=C1)C(F)(F)F)F)=O)=O)CC(=O)O